ClC1=C(C=C(C=C1)S(=O)(=O)NC=1C(=NC=C(C1)C)OC1=CC(=C(C=C1F)NC(C=C)=O)F)C(F)(F)F N-(4-((3-((4-chloro-3-(trifluoromethyl)phenyl)sulfonamido)-5-methylpyridin-2-yl)oxy)-2,5-difluorophenyl)acrylamide